(2S)-2-(tert-butoxycarbonylamino)-4-phenylbutyric acid C(C)(C)(C)OC(=O)N[C@H](C(=O)O)CCC1=CC=CC=C1